methyl 2-((cis-4-isopropylcyclohexyl)-3-oxo-1H-spiro[isoquinoline-4,4-piperidin]-2(3H)-yl)acetate C(C)(C)[C@H]1CC[C@H](CC1)N1CCC2(CC1)C(N(CC1=CC=CC=C12)CC(=O)OC)=O